COC(\C=C\C1=CC(=C(C=C1)O)OCC)=O (E)-3-(4-hydroxy-3-ethoxyphenyl)acrylic acid methyl ester